1,1-Difluoro-6-(((8R,9S,13S,14S)-13-methyl-17-oxo-7,8,9,11,12,13,14,15,16,17-decahydro-6H-cyclopenta[a]phenanthren-3-yl)oxy)hex-1-en-3-yl acetate C(C)(=O)OC(C=C(F)F)CCCOC=1C=CC=2[C@H]3CC[C@@]4(C(CC[C@H]4[C@@H]3CCC2C1)=O)C